(14S,17S)-15-[1-(2,4-difluorophenyl)pyrazolo[3,4-d]pyrimidin-4-yl]-8,12-dimethyl-6-nitro-8,12,15,18,23-pentazatetracyclo[17.3.1.114,17.02,7]tetracosa-1(23),2(7),3,5,19,21-hexaen-13-one FC1=C(C=CC(=C1)F)N1N=CC=2C1=NC=NC2N2[C@@H]1C(N(CCCN(C=3C(=CC=CC3C=3C=CC=C(N[C@H](C2)C1)N3)[N+](=O)[O-])C)C)=O